S1C2=C(C=C1C(=O)N[C@H](C(=O)NC=1C(N(C=CC1)CC(=O)NC1C3CC4CC(CC1C4)C3)=O)CCC(C(=O)NC)=O)C=CC=C2 (S)-2-(Benzo[b]thiophen-2-carboxamido)-N1-(1-(2-(2-adamantylamino)-2-oxoethyl)-2-oxo-1,2-dihydropyridin-3-yl)-N6-methyl-5-oxohexandiamid